(7S)-7-amino-7-{5-[2-fluoro-4-(trifluoromethoxy)phenyl]-1H-imidazol-2-yl}-1-(1,3-oxazol-2-yl)heptan-1-one N[C@@H](CCCCCC(=O)C=1OC=CN1)C=1NC(=CN1)C1=C(C=C(C=C1)OC(F)(F)F)F